N-(5-Ethoxybenzo[d]isoxazol-3-yl)-5-ethyl-2-methoxybenzenesulfonamide C(C)OC=1C=CC2=C(C(=NO2)NS(=O)(=O)C2=C(C=CC(=C2)CC)OC)C1